3-ethylcytosine C(C)N1C(N=CC=C1N)=O